ClC=1C=C(C=NC1N1CCNCC1)C#CC1=C(C=CC=C1)CCN 2-[2-[2-(5-chloro-6-piperazin-1-yl-3-pyridinyl)ethynyl]phenyl]ethylamine